3-(5-(((1R,2R)-2-(isobutylamino)cyclohexyl)amino)-1-oxoisoindolin-2-yl)piperidine-2,6-dione C(C(C)C)N[C@H]1[C@@H](CCCC1)NC=1C=C2CN(C(C2=CC1)=O)C1C(NC(CC1)=O)=O